(1R,2R)-N-(7-chloro-6-(1-((3S,4S)-4-fluoro-3-methyltetrahydrofuran-3-yl)piperidin-4-yl)isoquinolin-3-yl)-2-cyanocyclobutane-1-carboxamide ClC1=C(C=C2C=C(N=CC2=C1)NC(=O)[C@H]1[C@@H](CC1)C#N)C1CCN(CC1)[C@]1(COC[C@H]1F)C